copper-iron-gold [Au].[Fe].[Cu]